2-(4-chloro-3-fluorophenoxy)-N-(3-{[5-(4-chlorophenyl)-1,3,4-oxadiazol-2-yl]amino}bicyclo[1.1.1]pent-1-yl)acetamide ClC1=C(C=C(OCC(=O)NC23CC(C2)(C3)NC=3OC(=NN3)C3=CC=C(C=C3)Cl)C=C1)F